tert-butyl (R)-3-(5-((2,4-dimethoxybenzyl)amino)-7-methoxy-[1,2,4]triazolo[1,5-c]quinazolin-2-yl)piperidine-1-carboxylate COC1=C(CNC2=NC=3C(=CC=CC3C=3N2N=C(N3)[C@H]3CN(CCC3)C(=O)OC(C)(C)C)OC)C=CC(=C1)OC